2-[(6-Carboxypyridin-3-yl)methyl]-8-methyl-4,5-dihydro-2H-furo[2,3-g]indazole-7-carboxylic acid C(=O)(O)C1=CC=C(C=N1)CN1N=C2C3=C(CCC2=C1)OC(=C3C)C(=O)O